N-(2-chloro-6-methylphenyl)-2-{[4-(4-methylpiperazin-1-yl)phenyl]amino}-4-[(2-propanamidophenyl)amino]pyrimidine-5-carboxamide ClC1=C(C(=CC=C1)C)NC(=O)C=1C(=NC(=NC1)NC1=CC=C(C=C1)N1CCN(CC1)C)NC1=C(C=CC=C1)NC(CC)=O